(S)-(3-Fluorophenyl)((2R,5S)-5-(pyridin-3-yl)pyrrolidin-2-yl)methanol FC=1C=C(C=CC1)[C@H](O)[C@@H]1N[C@@H](CC1)C=1C=NC=CC1